C1OC(=CC2=CC=CC=C12)C(=O)N isochromene-3-carboxamide